4-((1R,3S)-3-hydroxycycloheptylamino)-2-((S)-5,6,7,8-tetrahydroquinolin-6-ylamino)pyrimidine-5-carboxamide O[C@@H]1C[C@@H](CCCC1)NC1=NC(=NC=C1C(=O)N)N[C@@H]1CC=2C=CC=NC2CC1